2-dihydroxymethyl-2,3-propanediol OC(C(C)(CO)O)O